3-hydroxyethyl-1,2-dimethylimidazolium OCC[N+]1=C(N(C=C1)C)C